ClC=1C(=C(C=CC1)C1(CNC1)NC1=CC=C2CCC(N(C2=C1)C([2H])([2H])[2H])=O)C 7-((3-(3-chloro-2-methylphenyl)azetidin-3-yl)amino)-1-(methyl-d3)-3,4-dihydroquinolin-2(1H)-one